3,3a,4,6a-tetrahydrocyclopenta[c]pyrrole-2(1H)-carboxylic acid tert-butyl ester C(C)(C)(C)OC(=O)N1CC2C(C1)CC=C2